C(C)OC=1C=C(CC2=CC=C(C(=O)O)C=C2)C=CC1C=1NC(C2=C(N1)NN=N2)=O 4-(3-ethoxy-4-(7-oxo-6,7-dihydro-3H-[1,2,3]triazolo[4,5-d]pyrimidin-5-yl)benzyl)benzoic acid